Tert-butyl 2-(((((S)-4-((3-chloro-4-fluorophenyl) carbamoyl)-7-fluoro-2,3-dihydro-1H-inden-1-yl) carbamoyl) oxy) methyl)-4,4-difluoropyrrolidine-1-carboxylate ClC=1C=C(C=CC1F)NC(=O)C1=C2CC[C@@H](C2=C(C=C1)F)NC(=O)OCC1N(CC(C1)(F)F)C(=O)OC(C)(C)C